6-chloro-4-(4-(2,4-difluorophenoxy)piperidin-1-yl)-5-nitropicolinic acid ClC1=C(C(=CC(=N1)C(=O)O)N1CCC(CC1)OC1=C(C=C(C=C1)F)F)[N+](=O)[O-]